FC(C=1C(=C(C=CC1)[C@@H](C)NC=1C2=C(N=CN1)N=C(C(=C2)N2CCS(CC2)(=O)=O)OC)F)F (R)-4-(4-((1-(3-(difluoromethyl)-2-fluorophenyl)ethyl)amino)-7-methoxypyrido[2,3-d]pyrimidin-6-yl)thiomorpholine 1,1-dioxide